1-(((3S)-1-((3-cyano-1-azetidinyl)sulfonyl)-3-piperidinyl)carbonyl)-N-((1R)-2,2,2-trifluoro-1-(4-(trifluoromethyl)phenyl)ethyl)-D-prolinamide C(#N)C1CN(C1)S(=O)(=O)N1C[C@H](CCC1)C(=O)N1[C@H](CCC1)C(=O)N[C@@H](C(F)(F)F)C1=CC=C(C=C1)C(F)(F)F